(E)-3-(4-hydroxystyryl)quinoline OC1=CC=C(/C=C/C=2C=NC3=CC=CC=C3C2)C=C1